tert-butyl (2-hydroxyethyl)(phenyl)carbamate OCCN(C(OC(C)(C)C)=O)C1=CC=CC=C1